N1C(CNCC1)=O PIPERAZINONE